6-[4-[(2S)-2-[(tert-butoxycarbonyl)amino]-4-carbamoylbutanamido]phenyl]hexanoic acid C(C)(C)(C)OC(=O)N[C@H](C(=O)NC1=CC=C(C=C1)CCCCCC(=O)O)CCC(N)=O